2-methyl-5-(3-morpholin-4-ylprop-1-ynyl)benzamide CC1=C(C(=O)N)C=C(C=C1)C#CCN1CCOCC1